(E)-2-(3-bromo-2-methyl-phenyl)-3-methoxy-prop-2-enoic acid methyl ester COC(\C(=C\OC)\C1=C(C(=CC=C1)Br)C)=O